bis(5-ethylnonyl) 2,3-bis(((4-(pyrrolidin-1-yl)butyl)carbamoyl)oxy)succinate N1(CCCC1)CCCCNC(=O)OC(C(=O)OCCCCC(CCCC)CC)C(C(=O)OCCCCC(CCCC)CC)OC(NCCCCN1CCCC1)=O